biphenyl-4,4'-dicarbonyl difluoride C1(=CC=C(C=C1)C(=O)F)C1=CC=C(C=C1)C(=O)F